C(C=C)N(C1=C(C=CC(=C1)N)N)CC=C N,N-diallyl-2,5-diaminoaniline